2-hydroxy-5-((4,7,7-trimethyl-3-oxobicyclo[2.2.1]hept-2-ylidene)methyl)benzaldehyde OC1=C(C=O)C=C(C=C1)C=C1C2CCC(C1=O)(C2(C)C)C